Ethyl 4-(1-methyl-1H-indazol-4-yl)-2,4-dioxobutanoate CN1N=CC2=C(C=CC=C12)C(CC(C(=O)OCC)=O)=O